CCC(CCC)P(C(CC)CCC)C(CC)CCC tri-(3-hexyl)phosphine